2-(trifluoromethyl)tetrahydropyran FC(C1OCCCC1)(F)F